C1(CC1)NC(=O)C=1C2=CN(N=C2C=CC1)C=1C=NC=CC1 N-cyclopropyl-2-(3-pyridyl)indazole-4-carboxamide